1-(4-amino-7-(4-(methylsulfonyl)phenyl)pyrrolo[2,1-f][1,2,4]triazin-5-yl)piperidine-3-carboxylate NC1=NC=NN2C1=C(C=C2C2=CC=C(C=C2)S(=O)(=O)C)N2CC(CCC2)C(=O)[O-]